6-bromo-2-cyclopent-3-en-1-yl-8-fluoro-imidazo[1,2-a]pyridine BrC=1C=C(C=2N(C1)C=C(N2)C2CC=CC2)F